C(C)(C)(C)OC(=O)NC1(CN(CCC1)C(=O)OCC1=CC=CC=C1)/C=N/O benzyl (E)-3-((tert-butoxycarbonyl)amino)-3-((hydroxyimino)methyl)piperidine-1-carboxylate